(2R)-1,1-difluoro-2-[3-(imidazo[1,2-a]pyridin-7-yl)-1,2,4-oxadiazol-5-yl]-6-azaspiro[2.5]octane-6-sulfonamide FC1([C@H](C12CCN(CC2)S(=O)(=O)N)C2=NC(=NO2)C2=CC=1N(C=C2)C=CN1)F